C[Sn](C1=CC2=C(S1)C=1SC(=CC1C2=C(SCCC)SCCC)[Sn](C)(C)C)(C)C 2,6-bis(trimethylstannyl)-4-[bis(propylsulfanyl)methylene]-4H-cyclopenta[2,1-b:3,4-b']dithiophene